5-(2-(((1s,4s)-4-cyano-4-methylcyclohexyl)amino)-4-methoxypyrrolo[2,1-f][1,2,4]triazin-5-yl)-N-methylpyrazolo[1,5-a]pyridine-3-carboxamide C(#N)C1(CCC(CC1)NC1=NN2C(C(=N1)OC)=C(C=C2)C2=CC=1N(C=C2)N=CC1C(=O)NC)C